4-(3-((Benzyloxy)methyl)-4-ethyl-5-oxo-4,5-dihydro-1H-1,2,4-triazol-1-yl)-N-(2-chloro-6-fluorophenyl)-2,5-difluorobenzamide C(C1=CC=CC=C1)OCC1=NN(C(N1CC)=O)C1=CC(=C(C(=O)NC2=C(C=CC=C2F)Cl)C=C1F)F